C(C)N1C(=C(C2=CC(=CC=C12)B1OC(C(O1)(C)C)(C)C)CC(CO)(C)C)C1=C(C=CC=C1)COC 3-[1-ethyl-2-[2-(methoxymethyl)phenyl]-5-(4,4,5,5-tetramethyl-1,3,2-dioxaborolan-2-yl)indol-3-yl]-2,2-dimethylpropan-1-ol